1-bromo-3-methylsulfonyl-benzene BrC1=CC(=CC=C1)S(=O)(=O)C